1-(N-indolinyl)-3,4-dimethylenehex-5-ene N1(CCC2=CC=CC=C12)CCC(C(C=C)=C)=C